ClC=1C=C(CN2C(C=C(C=C2)C=2C=C3C(=NNC3=CC2)C2=CC(=NC=C2)C)=O)C=CC1 1-(3-chlorobenzyl)-4-(3-(2-methylpyridin-4-yl)-1H-indazol-5-yl)pyridin-2(1H)-one